[(1R,3S)-3-(1,3-dioxoisoindolin-2-yl)cyclohexyl] acetate C(C)(=O)O[C@H]1C[C@H](CCC1)N1C(C2=CC=CC=C2C1=O)=O